ClC1=C2N=C(C=NC2=CC=C1OC=1C=CC2=C(N(C(=N2)C)COCC[Si](C)(C)C)C1)C=1C=NN(C1)CC1CCC(CC1)OC 2-[[6-[5-chloro-3-[1-[(4-methoxycyclohexyl)methyl]pyrazol-4-yl]quinoxalin-6-yl]oxy-2-methyl-benzimidazol-1-yl]methoxy]ethyl-trimethyl-silane